OC1=C(C(=C(C=C1)C)C)O dihydroxydimethylbenzene